1,5-dimethyl 2-(methylamino)pentanedioate CNC(C(=O)OC)CCC(=O)OC